tert-butyl 6-(dibromomethyl)-2-(4,4-difluorocyclohexyl)-3-fluorobenzoate BrC(C1=CC=C(C(=C1C(=O)OC(C)(C)C)C1CCC(CC1)(F)F)F)Br